tert-butyldimethyl-(2-(3-methyl-4-nitrophenoxy)phenoxy)silane C(C)(C)(C)[Si](OC1=C(C=CC=C1)OC1=CC(=C(C=C1)[N+](=O)[O-])C)(C)C